1-aminoethyl-3-methylimidazole bromide salt [Br-].NC(C)C1=NC=CN1C